C(=O)(O)C=1C=C(C=C(C1)F)OB(O)O 3-Carboxy-5-fluorophenyl-boric acid